6-(5-chloro-2-methyl-1H-indol-6-yl)-N-(4-(4-ethylpiperazin-1-yl)phenyl)-[1,2,4]triazolo[4',3':1,6]pyrido[2,3-d]pyrimidin-2-amine ClC=1C=C2C=C(NC2=CC1C1=CC2=C(N=C(N=C2)NC2=CC=C(C=C2)N2CCN(CC2)CC)N2C1=NN=C2)C